formamide propanesulfonate sodium [Na+].C(CC)S(=O)(=O)[O-].C(=O)N